N-(6-((1H-pyrazol-1-yl)methyl)-5-fluoro-4-methoxybenzo[d]isoxazol-3-yl)-4-benzyl-7-methoxy-3,4-dihydro-2H-benzo[b][1,4]oxazine-8-sulfonamide N1(N=CC=C1)CC1=CC2=C(C(=NO2)NS(=O)(=O)C2=C(C=CC3=C2OCCN3CC3=CC=CC=C3)OC)C(=C1F)OC